N4-[3,4,5-tris(octadecyloxy)benzoyl]cytidine C(CCCCCCCCCCCCCCCCC)OC=1C=C(C(=O)NC2=NC(N([C@H]3[C@H](O)[C@H](O)[C@@H](CO)O3)C=C2)=O)C=C(C1OCCCCCCCCCCCCCCCCCC)OCCCCCCCCCCCCCCCCCC